2-(4-cyclopropyl-2-(trifluoromethyl)phenyl)-5-(4-ethylpiperazin-1-yl)-2,6-dihydro-7H-[1,2,3]triazolo[4,5-d]pyrimidin-7-one C1(CC1)C1=CC(=C(C=C1)N1N=C2C(N=C(NC2=O)N2CCN(CC2)CC)=N1)C(F)(F)F